NC1=CC2=CN(N=C2C=C1C=1C=NC=CC1)CCC(C)(O)C 4-(5-amino-6-(pyridin-3-yl)-2H-indazol-2-yl)-2-methylbutan-2-ol